2-benzyl-2-dimethylamino-1-morpholinobenzophenone C(C1=CC=CC=C1)C1(C(C(=O)C2=CC=CC=C2)(C=CC=C1)N1CCOCC1)N(C)C